C[C@]12CCC(=O)C=C1CC[C@@H]3[C@@H]2CC[C@]4([C@H]3CCC4)CO HYDROXYANDROST-4-EN-3-ONE